C1=CC=NC(=C1)N=[N+](C2=CC=CC=N2)[O-] Azoxypyridine